(R/S)-1-(2,4-dihydroxybutyl)-3-methyl-6-[2-methyl-3-(trifluoromethyl)phenyl]imidazo[4,5-b]pyridin-2-one O[C@@H](CN1C(N(C2=NC=C(C=C21)C2=C(C(=CC=C2)C(F)(F)F)C)C)=O)CCO |r|